O1CC(C1)OC1=NC2=CC=CN=C2C=C1 (oxetan-3-yloxy)-1,5-naphthyridine